O1CC[C@@H](C2=CC=CC=C12)NC(=O)C=1C=NC2=C(C(=CC=C2C1C1NS(C1([O-])[O-])(=O)=O)F)C1=C(C(=CC(=C1)F)F)F N-[(4S)-3,4-dihydro-2H-chromen-4-yl]-4-(1,1-dioxo(dioxido)thiazetidin-3-yl)-7-fluoro-8-(2,3,5-trifluorophenyl)quinoline-3-carboxamide